Methyl 6-(4-acetylpiperazin-1-yl)isoquinoline-3-carboxylate C(C)(=O)N1CCN(CC1)C=1C=C2C=C(N=CC2=CC1)C(=O)OC